FC(C1=CC=C(C=C1)SC1=C(N=NN1)C(=O)O)(F)F 5-((4-(trifluoromethyl)phenyl)thio)-1H-1,2,3-triazole-4-carboxylic acid